C(C)C1(CC1)C1=CC(=C2C=NC(=NN21)N[C@H]2[C@@H](COCC2)O)F (3s,4r)-4-{[7-(1-ethylcyclopropyl)-5-fluoropyrrolo[2,1-f][1,2,4]triazin-2-yl]amino}oxan-3-ol